ClC1=CC=CC=C1N=S(=O)(C)C 2-chloro-3-((dimethyl(oxo)-λ6-sulfanylidene)amino)benzene